FC1(CN(C1)C=1C=2N(N=C(C1)C=1C(NC(NC1)=O)=O)C=CN2)COC2=NC=C(C=C2)C(F)(F)F 5-(8-(3-fluoro-3-(((5-(trifluoromethyl)pyridin-2-yl)oxy)methyl)azetidin-1-yl)imidazo[1,2-b]pyridazin-6-yl)pyrimidine-2,4(1H,3H)-dione